N=C(NC(NC1=C(C(=O)OC)C=CC=N1)=S)C1=NC=C(C(=C1)C(F)(F)F)OC(C)C methyl 2-(3-(imino(5-isopropoxy-4-(trifluoromethyl)pyridin-2-yl)methyl)thioureido)nicotinate